6-(pyrazin-2-yl)bicyclo[4.1.0]heptan-3-one N1=C(C=NC=C1)C12CCC(CC2C1)=O